tert-Butyl 2-[[1-(2-bromoethyl)azetidin-3-yl]oxy]acetate BrCCN1CC(C1)OCC(=O)OC(C)(C)C